chloro-4-methyl-3-nitro-N-(oxetan-3-yl)pyridin-2-amine ClC=1C(=C(C(=NC1)NC1COC1)[N+](=O)[O-])C